C(C)OC(=O)C=1C(=NOC1C)C=1C=NC=CC1 5-methyl-3-(3-pyridyl)isoOxazole-4-carboxylic acid ethyl ester